4-chloro-2-(4-(4-((dimethylamino)methyl)-5-methyl-1H-imidazol-1-yl)phenoxy)benzaldehyde ClC1=CC(=C(C=O)C=C1)OC1=CC=C(C=C1)N1C=NC(=C1C)CN(C)C